C1(CC1)C([C@@H](C(=O)NC=1C=NN(C1)C(C)C=1C(=NC=C(C1)C)OC)NC(OC(C)(C)C)=O)C1CC1 tert-butyl N-[(1S)-1-(dicyclopropylmethyl)-2-[[1-[1-(2-methoxy-5-methyl-3-pyridyl)ethyl]pyrazol-4-yl]amino]-2-oxo-ethyl]carbamate